C(C)C1=NC(=CC=C1C1CCCC(O1)CC(=O)OC)C#CCO methyl 2-(6-(2-ethyl-6-(3-hydroxyprop-1-yn-1-yl)pyridin-3-yl)tetrahydro-2H-pyran-2-yl)acetate